2-(((1R)-1-(2-cyano-3-(2-cyclopropyl-2-methylmorpholino)-7-methylquinoxalin-5-yl)ethyl)amino)benzoic acid C(#N)C1=NC2=CC(=CC(=C2N=C1N1CC(OCC1)(C)C1CC1)[C@@H](C)NC1=C(C(=O)O)C=CC=C1)C